6-amino-5-(4-(phenylamino)phenyl)pyrimidin NC1=C(C=NC=N1)C1=CC=C(C=C1)NC1=CC=CC=C1